[Cl-].[Mg+2].C1(=CC=CC=C1)S(=O)O.[Cl-] benzenesulfinic acid magnesium chloride salt